(S)-3-hydroxy-4,4-dimethyl-N-((S)-1-(3-(trifluoromethoxy)phenyl)propyl)pentanamide O[C@@H](CC(=O)N[C@@H](CC)C1=CC(=CC=C1)OC(F)(F)F)C(C)(C)C